C(C)(C)(C)OC(=O)NC1C[C@H](N(C(C1)C)C)C(=O)OC methyl (2S)-4-((tert-butoxycarbonyl)amino)-1,6-dimethylpiperidine-2-carboxylate